1,3,5-triaza-7-phosphoadamantane P(=O)(=O)C12CN3CN(CN(C1)C3)C2